phloroglucinol sulfate S(=O)(=O)(O)OC1=CC(O)=CC(O)=C1